(3-Dimethylaminopropyl)triethoxysilan CN(CCC[Si](OCC)(OCC)OCC)C